C(#N)C1=C(C=CC=C1)SC=1C=2N(C=C(C1)C=1C=NN(C1)[C@H]1CN(CC1)C([C@H](C)O)=O)N=CC2C#N 4-((2-cyanophenyl)thio)-6-(1-((R)-1-((S)-2-hydroxypropanoyl)pyrrolidin-3-yl)-1H-pyrazol-4-yl)pyrazolo[1,5-a]pyridine-3-carbonitrile